(E)-N-[4-[3-chloro-4-[(3-fluorobenzyl)oxy]anilino]-3-cyano-7-ethoxy-6-quinolinyl]-4-(dimethylamino)-2-butenamide ClC=1C=C(NC2=C(C=NC3=CC(=C(C=C23)NC(\C=C\CN(C)C)=O)OCC)C#N)C=CC1OCC1=CC(=CC=C1)F